C[C@H]1N([C@H](CCC1)C)CCOC1=CC=C(C=C1)C1=NC2=CC=C(C=C2C=C1)C=1C2=C(C(N(C1)C)=O)NC=C2 4-{2-[4-(2-((2R,6S)-2,6-dimethylpiperidin-1-yl)ethoxy)phenyl]quinolin-6-yl}-6-methyl-1H-pyrrolo[2,3-c]pyridin-7(6H)-one